N-(2-(2-Cyclopropylpyridin-4-yl)-1H-pyrrolo[2,3-b]pyridin-5-yl)-3,4-dimethyl-1H-pyrazole-5-carboxamide C1(CC1)C1=NC=CC(=C1)C1=CC=2C(=NC=C(C2)NC(=O)C2=C(C(=NN2)C)C)N1